3-propenyl-1-methyl-2-ethyloxypropane C(=CC)CC(CC)OCC